The molecule is the ethyl ester of alpha-methyl-L-dopa. It has a role as an alpha-adrenergic agonist and an antihypertensive agent. It is a member of amphetamines and an ethyl ester. It derives from an alpha-methyl-L-dopa. CCOC(=O)[C@](C)(CC1=CC(=C(C=C1)O)O)N